COC1=CC=C(C=C1)C=1C=C(C=C2C=3C=C(C(=CC3C3=C(C(=CC=C3C12)OCCCCC)OCCCCC)OCCCCC)OCCCCC)OCCCCC 8-(4-methoxyphenyl)-2,3,6,11,12-pentakis(pentyloxy)triphenylene